COC(C(CCC=C)C)=O 2-methyl-hex-5-enoic acid methyl ester